(6-fluoro-1-tosyl-1H-indol-4-yl)methanol FC1=CC(=C2C=CN(C2=C1)S(=O)(=O)C1=CC=C(C)C=C1)CO